N-(1,3-dihydroxyl-2-methylpropan-2-yl)-2-(benzisothiazolin-3-one-2-yl)acetamide OCC(CO)(C)NC(CN1SC2=C(C1=O)C=CC=C2)=O